6-[[5-[5-(2-hydroxy-2-methyl-propoxy)-2-methyl-4-pyridyl]pyrazolo[1,5-a]pyridin-2-yl]amino]-N,N,4-trimethyl-pyridine-2-carboxamide OC(COC=1C(=CC(=NC1)C)C1=CC=2N(C=C1)N=C(C2)NC2=CC(=CC(=N2)C(=O)N(C)C)C)(C)C